tert-butyl 3-oxo-5,7-dihydro-2H-pyrrolo[3,4-c]pyridazine-6-carboxylate O=C1C=C2C(=NN1)CN(C2)C(=O)OC(C)(C)C